C(C1=CC=CC=C1)N1CCC(CC1)CNC(C1=CC(=C(C=C1)C1=CC(=NC=C1)NC(=O)C1CC1)[N+](=O)[O-])=O N-((1-Benzylpiperidin-4-yl)methyl)-4-(2-(cyclopropanecarboxamido)pyridin-4-yl)-3-nitrobenzamide